COP(=O)(OC)C1N(CCN(C1)CCCC1=CC2=C(N(C(N2C)=O)C2C(NC(CC2)=O)=O)C=C1)C(=O)OC(C)(C)C tert-butyl 2-dimethoxyphosphoryl-4-[3-[1-(2,6-dioxo-3-piperidyl)-3-methyl-2-oxo-benzimidazol-5-yl]propyl]piperazine-1-carboxylate